5-bromo-4-methyl-2-(1H-pyrazol-1-yl)pyridine BrC=1C(=CC(=NC1)N1N=CC=C1)C